NC=1C=C(C=CC1F)C(N[S@](=O)C(C)(C)C)C1=CC=CC=C1 (R)-N-((-)-(3-amino-4-fluorophenyl)(phenyl)methyl)-2-methylpropane-2-sulfinamide